BrC1OC2=C(C1Br)C(=CC=C2Cl)F 2,3-dibromo-7-chloro-4-fluoro-2,3-dihydro-1-benzofuran